potassium hexafluorophosphate-phosphoric acid P(O)(O)(O)=O.F[P-](F)(F)(F)(F)F.[K+]